ClC=1C=C(C=CC1OC1COC1)C1=CC=C(C=C1)CN1C=CC2=C(C=CC(=C12)C(=O)NC1CC2(CCC2)C1)F 6-(1-((3'-Chloro-4'-(oxetan-3-yloxy)-[1,1'-biphenyl]-4-yl)methyl)-4-fluoro-1H-indol-7-carboxamido)spiro[3.3]heptan